l-2,4-diaminobutyric acid N[C@H](C(=O)O)CCN